Octyl 3-ethyl-6-(2-((2-heptylnonanoyl)oxy)ethyl)-12-hexyl-10-oxo-9,11-dioxa-3,6-diazahexadecan-16-oate C(C)N(CC)CCN(CCOC(OC(CCCC(=O)OCCCCCCCC)CCCCCC)=O)CCOC(C(CCCCCCC)CCCCCCC)=O